O1CC(CC1)C(=O)N1CC(C1)C(=O)O 1-(tetrahydrofuran-3-carbonyl)azetidine-3-carboxylic acid